N1=CC(=CC=C1)C(=O)NC(C(=O)O)C 2-(pyridin-3-ylformamido)propanoic acid